(oleoyl)cholenic acid C(CCCCCCC\C=C/CCCCCCCC)(=O)C(C(=O)O)=C[C@@H](C)[C@H]1CC[C@H]2[C@@H]3CCC4CCCC[C@]4(C)[C@H]3CC[C@]12C